N1N=CC(=C1)C1=CC=C(C=C1)NC1=NC(=NC=C1)C1=CC=C2C=C(NC2=C1)C(=O)N1CC(C1)(C)F (6-(4-((4-(1H-pyrazol-4-yl)phenyl)amino)pyrimidin-2-yl)-1H-indol-2-yl)(3-fluoro-3-methylazetidin-1-yl)methanone